C1(=CC=CC2=CC=CC=C12)C(=O)C(C1CC(C(CC1)(N)N)C)C1CC(C(CC1)(N)N)C naphthaloyl-4,4'-methylenebis(2-methyl-cyclohexanediamine)